O[C@@](C(=O)N)(CCC1=C(C(C(=C(C1=O)C)C)=O)C)C (R)-2-hydroxy-2-methyl-4-(2,4,5-trimethyl-3,6-dioxocyclohex-1,4-dienyl)butanamide